2-Dimethylaminomalononitrile CN(C(C#N)C#N)C